2-[4-Fluoro-3-(7-morpholin-4-yl-quinazolin-4-yl)-phenyl]-2-(1-methyl-6-oxo-1,6-dihydro-pyridazin-3-yl)-acetamide FC1=C(C=C(C=C1)C(C(=O)N)C1=NN(C(C=C1)=O)C)C1=NC=NC2=CC(=CC=C12)N1CCOCC1